5-(benzofuran-6-yl)-N-(5-chloro-6-fluoro-1H-indol-3-yl)isoindoline-2-carboxamide O1C=CC2=C1C=C(C=C2)C=2C=C1CN(CC1=CC2)C(=O)NC2=CNC1=CC(=C(C=C21)Cl)F